1-(5-(3-nitrophenyl)pyrimidin-2-yl)ethan-1-amine [N+](=O)([O-])C=1C=C(C=CC1)C=1C=NC(=NC1)C(C)N